4-(methylthio)meta-cresol CSC=1C(=CC(=CC1)O)C